γ-glutamylmethylamide N[C@@H](CCC(=O)C[NH-])C(=O)O